C(CCCCCCCC(=O)OCCCCCCCCCCC)(=O)OCC(OC(CC(OC(NCCN(CC)C)=O)CCCCCCCC)=O)COC(CCCCCCC\C=C/C\C=C/CCCCC)=O 1-(3-methyl-13-((((9Z,12Z)-octadeca-9,12-dienoyl)oxy)methyl)-9-octyl-7,11-dioxo-8,12-dioxa-3,6-diazatetradecan-14-yl) 9-undecyl nonanedioate